CS(=O)C1=NC=C(C(=N1)NC1=CC=CC=C1)C(F)(F)F 2-methylsulfinyl-N-phenyl-5-(trifluoromethyl)pyrimidin-4-amine